O1COC2=C1C=CC=C2CNCC=2SC1=C(C2)C=CC=C1 1-(1,3-benzodioxol-4-yl)-N-(benzothiophen-2-ylmethyl)methanamine